OC(CCN1N=C2C=C(C(=CC2=C1)NC(=O)C1=NC(=CC=C1)C(F)(F)F)C(C)(C)O)(C)C N-[2-(3-hydroxy-3-methylbutyl)-6-(2-hydroxyprop-2-yl)-2H-indazole-5-yl]-6-(trifluoromethyl)pyridine-2-amide